(R)-6-(2-(3-(cyclopent-1-en-1-yl)phenyl)-2-hydroxyacetyl)-2-(1-(3-isopropylphenyl)cyclopropyl)-3,5,6,7,8,9-hexahydro-4H-pyrimido[5,4-c]azepin-4-one C1(=CCCC1)C=1C=C(C=CC1)[C@H](C(=O)N1CC2=C(CCC1)N=C(NC2=O)C2(CC2)C2=CC(=CC=C2)C(C)C)O